N(=N[Re])[Re] azorhenium